OC=1C(=NC=CC1NC1=C(C(C1=O)=O)N[C@@H](C(C)C)C1(CCCC1)C)C(=O)N(C)C (S)-3-hydroxy-N,N-dimethyl-4-((2-((2-methyl-1-(1-methylcyclopentyl)propyl)amino)-3,4-dioxocyclobut-1-en-1-yl)amino)picolinamide